N-(4'-(methoxymethyl)-[1,1'-biphenyl]-4-yl)-2-(4-methoxyphenoxy)-2-methylpropanamide COCC1=CC=C(C=C1)C1=CC=C(C=C1)NC(C(C)(C)OC1=CC=C(C=C1)OC)=O